4-oxo-4,5-dihydro-1H-pyrrolo[3,2-c][1,7]naphthyridine-2-carboxylic acid O=C1NC=2C=NC=CC2C2=C1C=C(N2)C(=O)O